BrC/C(=C/CNC(OC(C)(C)C)=O)/F tert-butyl (Z)-(4-bromo-3-fluorobut-2-en-1-yl)carbamate